CC1=NN(N=C1)C1=CC=C(C=C1)CN (4-(4-methyl-2H-1,2,3-triazol-2-yl)phenyl)methanamine